ClC1=NC=C2C(=N1)N(N=C2)[C@H]2C[C@@H](CCC2)C(=O)OC methyl (1R,3R)-3-(6-chloropyrazolo[3,4-d]pyrimidin-1-yl)cyclohexanecarboxylate